Methyl (S)-2-((4-(6-((2-fluoro-4-(methylcarbamoyl)benzyl)oxy)pyridin-2-yl)piperidin-1-yl)methyl)-1-(oxetan-2-ylmethyl)-1H-benzo[d]imidazole-6-carboxylate FC1=C(COC2=CC=CC(=N2)C2CCN(CC2)CC2=NC3=C(N2C[C@H]2OCC2)C=C(C=C3)C(=O)OC)C=CC(=C1)C(NC)=O